6-fluoro-2-[4'-fluoro-2'-(4-methyl-1,2,4-triazol-3-yl)-[1,1'-biphenyl]-3-yl]-7-methyl-1,3-benzoxazole-5-carbaldehyde FC1=C(C2=C(N=C(O2)C=2C=C(C=CC2)C2=C(C=C(C=C2)F)C2=NN=CN2C)C=C1C=O)C